diethyl ((3-bromo-5-(((R or S)-methyl-N-(2,2,2-trifluoroacetyl)sulfonimidoyl)methyl)-7-(4,4,4-trifluorobutoxy) benzo[b]thiophen-2-yl)difluoromethyl)phosphonate BrC=1C2=C(SC1C(F)(F)P(OCC)(OCC)=O)C(=CC(=C2)C[S@@](=O)(=NC(C(F)(F)F)=O)C)OCCCC(F)(F)F |o1:22|